C(#C)C1=CC=C(C=C1)/C=C/C(=O)OCCOCCOC 2-(2-methoxyethoxy)ethyl (2E)-3-(4-ethynylphenyl)prop-2-enoate